COC(=O)C1(CC(C1)C)C1=CN2C=CC=C2C(=C1)Cl 1-(8-chloroindolizine-6-yl)-3-methylcyclobutane-1-carboxylic acid methyl ester